FC(C=1C=C(C=CC1)C=1C=C2C(=NC1)NCN2CC2=NC=CC=C2)F 6-[3-(Difluoromethyl)phenyl]-1-(2-pyridylmethyl)-3H-imidazo[4,5-b]pyridin